C(C)OC(C=1C(=NC(=NC1)OC)OC)([2H])[2H] 5-(ethoxymethyl-d2)-2,4-dimethoxypyrimidine